BrC1=C(C=C2C=C(N(C2=C1)C1CCC1)C(=O)O)F 6-Bromo-1-cyclobutyl-5-fluoro-1H-indole-2-carboxylic acid